3-chloro-5-((2,4-dichlorophenylimino)-methyl)phenyl 3-meth-ylbenzoate CC=1C=C(C(=O)OC2=CC(=CC(=C2)C=NC2=C(C=C(C=C2)Cl)Cl)Cl)C=CC1